C([C@@H](C(=O)O)N)SSC[C@@H](C(=O)O)N Z-cystine